6-(3-(4-methoxybenzyl)ureido)-N-(2-methyl-2-(o-tolyl)propyl)spiro[3.3]heptane-2-carboxamide COC1=CC=C(CNC(NC2CC3(CC(C3)C(=O)NCC(C)(C3=C(C=CC=C3)C)C)C2)=O)C=C1